N1C(=NC2=C1C=CC=C2)CCN 2-(1H-benzo[d]imidazol-2-yl)ethan-1-amine